2-(4-(trifluoromethyl)piperidin-1-yl)-N-((2-(trifluoromethyl)pyridin-3-yl)methyl)pyrido[2,3-d]pyrimidin-4-amine FC(C1CCN(CC1)C=1N=C(C2=C(N1)N=CC=C2)NCC=2C(=NC=CC2)C(F)(F)F)(F)F